butyl-hexan C(CCC)CCCCCC